ClC1=CC2=C(C3(OC4CCCCC24)C[C@@H](NCC3)C)S1 (2S)-2'-chloro-2-methyl-5a',6',7',8',9',9a'-hexahydrospiro[piperidine-4,4'-thieno[2,3-C]chromene]